2-[[4-chloro-3-(1-tritylpyrazol-4-yl)pyrrolo[2,3-b]pyridin-1-yl]methoxy]ethyl-trimethyl-silane ClC1=C2C(=NC=C1)N(C=C2C=2C=NN(C2)C(C2=CC=CC=C2)(C2=CC=CC=C2)C2=CC=CC=C2)COCC[Si](C)(C)C